FC=1C(=NC=CC1)NC1=NC(=NO1)C1=NC=CC(=C1)C N-(3-fluoro-pyridin-2-yl)-3-(4-methylpyridin-2-yl)-1,2,4-oxadiazol-5-amine